C(C)(C)(C)OC(=O)N1C[C@H](CC1)N1CC2(C1)CCC2.N2N=CC1=CC=C(C=C21)NC2=NC=C(C(=N2)NC2=C(C=CC=C2)CS(=O)(=O)NC)Br (2-((2-((1H-indazol-6-yl)amino)-5-bromopyrimidin-4-yl)amino)phenyl)-N-methyl-methanesulfonamide tert-Butyl-(S)-3-(2-azaspiro[3.3]heptan-2-yl)pyrrolidine-1-carboxylate